C1CC12COC(C2)C(=O)N 5-oxaspiro[2.4]heptane-6-carboxamide